4-(4-((1R,5S)-8-oxa-3-azabicyclo[3.2.1]octan-3-yl)-8-fluoro-2-(4-hydroxy-4-methylpiperidin-1-yl)pyrido[4,3-d]pyrimidin-7-yl)-5-ethynyl-6-fluoroquinolin-2(1H)-one [C@H]12CN(C[C@H](CC1)O2)C=2C1=C(N=C(N2)N2CCC(CC2)(C)O)C(=C(N=C1)C1=CC(NC2=CC=C(C(=C12)C#C)F)=O)F